N1(C=NC=C1)C=1C=C(C=CC1)N1N=CN=C1 1-(3-(1H-imidazol-1-yl)phenyl)-1H-1,2,4-triazole